ClC1=C(C=CC(=N1)NN1C(C(=C(C1=O)C)COC)=O)C(F)(F)F 1-{[6-chloro-5-(trifluoromethyl)(2-pyridyl)]amino}-3-(methoxymethyl)-4-methylazoline-2,5-dione